2-(4-methylbenzylidene)-1H-indene-1,3(2H)-dione CC1=CC=C(C=C2C(C3=CC=CC=C3C2=O)=O)C=C1